COC(=O)C\C=C\CN(C(=O)C=1C(=NC(=NC1)C1=CC=CC=C1)NC1=CC=CC=C1)CC1=CC=CC=C1 (E)-4-(N-benzyl-2-phenyl-4-anilinopyrimidine-5-carboxamido)-2-butenecarboxylic acid methyl ester